N4-[2-(6-methyl-2-pyridyl)pyrimidin-4-yl]-N2-(1,2,3,4-tetrahydroquinolin-7-yl)pyrimidine-2,4-diamine CC1=CC=CC(=N1)C1=NC=CC(=N1)NC1=NC(=NC=C1)NC1=CC=C2CCCNC2=C1